chloro-5-methyl-1-propyl-1,2,5,6-tetrahydro-3,3'-bipyridine ClC1N(CC(C=C1C=1C=NC=CC1)C)CCC